caproyl glutamate N[C@@H](CCC(=O)[O-])C(=O)OC(CCCCC)=O